N1C(C=CC=C1)=S Pyridinthion